NC=1NC(C=2N=CN(C2N1)[C@@H]1O[C@@]([C@H](C1)O)(CO)N=[N+]=[N-])=O 2-amino-9-((2R,4S,5R)-5-azido-4-hydroxy-5-(hydroxymethyl)tetrahydro-furan-2-yl)-1,9-dihydro-6H-purin-6-one